ClC=1C=C(C=CC1F)NC(N(C(C)C1=CNC(C2=CC=CC=C12)=O)CC(CO)(C)C)=O 3-(3-chloro-4-fluorophenyl)-1-(3-hydroxy-2,2-dimethylpropyl)-1-(1-(1-oxo-1,2-dihydroisoquinolin-4-yl)ethyl)urea